Cl.N[C@H](C(=O)N1[C@@H](C[C@H](C1)O)C(=O)NN(C1=CC=C(C=C1)C1=C(N=CS1)C)C)C(C)(C)C (2S,4R)-1-((S)-2-amino-3,3-dimethylbutyryl)-4-hydroxy-N'-methyl-N'-(4-(4-methylthiazol-5-yl)phenyl)pyrrolidine-2-carboxylic acid hydrazide hydrochloride